FC(C(O)C1=CC=2C(=NC(=CC2)C2=CC=3C(N=C2)=NN(C3)C)S1)(F)F 2,2,2-trifluoro-1-(6-(2-methyl-2H-pyrazolo[3,4-b]pyridin-5-yl)thieno[2,3-b]pyridin-2-yl)ethanol